CC1=C(C=C(C=N1)C(=O)OC)[N+](=O)[O-] methyl 6-methyl-5-nitropyridine-3-carboxylate